OC(C)C=1N(NN=CC1O)O 1,3,5-trihydroxyethyl-triazine